4-((4-cyclopropyl-2-(N-methyl-methanesulfonamido)-phenyl)amino)-6-((6-fluoro-pyridin-2-yl)amino)-N-(methoxy-d3)nicotinamide C1(CC1)C1=CC(=C(C=C1)NC1=CC(=NC=C1C(=O)NOC([2H])([2H])[2H])NC1=NC(=CC=C1)F)N(S(=O)(=O)C)C